5-((S)-3-((S)-sec-butyl)-2-oxo-2,3,4,5-tetrahydro-1H-benzo[e][1,4]diazepine-4-carbonyl)nicotinamide [C@H](C)(CC)[C@@H]1N(CC2=C(NC1=O)C=CC=C2)C(=O)C=2C=NC=C(C(=O)N)C2